BrC1=C(C=C2C=CNC2=C1)OC1=C(C=C(C=C1)F)F 6-bromo-5-(2,4-difluorophenoxy)-1H-indole